(R) and (S)-2-methylbutyric acid C[C@@H](C(=O)O)CC |r|